N-(2-(1-(6,7-dimethoxyquinazolin-4-yl)azepan-4-yl)ethyl)sulfamide COC=1C=C2C(=NC=NC2=CC1OC)N1CCC(CCC1)CCNS(=O)(=O)N